C1(CCCCC1)NC(OC1=CC(=C(C=C1)OC(F)F)C1=CC(=CC=C1)S(=O)(=O)C)=O [4-(difluoromethoxy)-3-(3-methyl sulfonylphenyl)phenyl] N-cyclohexylcarbamate